NCC#CC=1C=C(C=CC1Cl)NC(CCCNC(C[C@H]1C=2N(C3=C(C(=N1)C1=CC=C(C=C1)Cl)C(=C(S3)C)C)C(=NN2)C)=O)=O (S)-N-(3-(3-aminoprop-1-yn-1-yl)-4-chlorophenyl)-4-(2-(4-(4-chlorophenyl)-2,3,9-trimethyl-6H-thieno[3,2-f][1,2,4]triazolo[4,3-a][1,4]diazepin-6-yl)acetamido)butanamide